Cl.Cl.NC1CCN(CC1)NC(=O)C1=C(SC2=NC=CC=C21)NC2=C(C=C(C=C2)I)F ((2-fluoro-4-iodophenyl)amino)thieno[2,3-b]pyridine-3-carboxylic acid (4-aminopiperidin-1-yl)amide dihydrochloride